1,2-dibromopropanol BrC(C(C)Br)O